N1N=C(C2=CC=CC=C12)NC1=NC(=NC=C1C(F)(F)F)N[C@@H]1CNCCC1 N4-(1H-indazol-3-yl)-N2-[(3S)-piperidin-3-yl]-5-(trifluoromethyl)pyrimidine-2,4-diamine